(4-methoxyphenyl)lithium COC1=CC=C(C=C1)[Li]